C(C)(C)(C)OC(=O)N1[C@@H]2[C@H](N(C[C@H]1CC2)C(=O)C=2C(=NC(=C(C2)F)Cl)Cl)CO.ClCCCCOC=2C=C(N)C=CC2 3-(4-chlorobutoxy)aniline tert-butyl-(1S,2S,5R)-3-(2,6-dichloro-5-fluoro-pyridine-3-carbonyl)-2-(hydroxymethyl)-3,8-diazabicyclo[3.2.1]octane-8-carboxylate